Tributyl(2-aminoethyl)phosphonium C(CCC)[P+](CCN)(CCCC)CCCC